C(C)[C@H]1N(C[C@@H](N(C1)C=1C=2C(N(C(C1)=O)C)=CN(N2)CC#N)C)C(C)C2=NC=1N(C=C2)N=C(C1)C 2-(7-((2S,5R)-5-ethyl-2-methyl-4-(1-(2-methylpyrazolo[1,5-a]pyrimidin-5-yl)ethyl)piperazin-1-yl)-4-methyl-5-oxo-4,5-dihydro-2H-pyrazolo[4,3-b]pyridin-2-yl)acetonitrile